C(C1=CC=CC=C1)N1C(C(=CC2=CC(=CC=C12)NC(OC(C)(C)C)=O)C(F)(F)F)=O tert-butyl (1-benzyl-2-oxo-3-(trifluoromethyl)-1,2-dihydroquinolin-6-yl)carbamate